NC=1C2=C(N=CN1)N(C(=C2C2=CC(=C(C=C2)N=S2(C=CC=C2)=O)Cl)C2=C(C=C(C=C2)NC(C(=C)C)=O)F)C N-(4-(4-amino-5-(3-chloro-4-((1-oxo-1λ6-thiophene-1-ylidene)amino)phenyl)-7-methyl-7H-pyrrolo[2,3-d]pyrimidin-6-yl)-3-fluorophenyl)methacrylamide